N-(3-(((2,2-dichloro-cyclopropyl)methyl)sulphonylamino)-2,4-difluorophenyl)benzamide ClC1(C(C1)CS(=O)(=O)NC=1C(=C(C=CC1F)NC(C1=CC=CC=C1)=O)F)Cl